propyl (3,3,3-trifluoropropyl) sulfate S(=O)(=O)(OCCC)OCCC(F)(F)F